(2,6-dichlorophenyl)-4-methoxy-2-((3-methyl-4-((1-methylpyrrolidin-3-yl)oxy)phenyl)amino)pyrimidine-5-carboxamide ClC1=C(C(=CC=C1)Cl)C1=C(C(=NC(=N1)NC1=CC(=C(C=C1)OC1CN(CC1)C)C)OC)C(=O)N